Tetramethyl 2,2',2'',2'''-[ethane-1,2-diylbis(azanetriyl)]tetraacetate C(CN(CC(=O)OC)CC(=O)OC)N(CC(=O)OC)CC(=O)OC